(3R,4R)-1-(1-(3,4-Difluorobenzyl)-5,6-difluoro-1H-benzimidazol-2-yl)-4-fluoro-3-piperidinamin FC=1C=C(CN2C(=NC3=C2C=C(C(=C3)F)F)N3C[C@H]([C@@H](CC3)F)N)C=CC1F